CC1NC(CC=2C3=CC=CC=C3NC12)C(=O)O 1-methyl-1,2,3,4-tetrahydro-β-carboline-3-carboxylic acid